(R)-N-(5-(3-(thiazolo[4,5-b]pyridin-2-ylamino)pyrrolidin-1-yl)-1,3,4-thiadiazol-2-yl)-2-(4-(trifluoromethoxy)phenyl)acetamide S1C(=NC2=NC=CC=C21)N[C@H]2CN(CC2)C2=NN=C(S2)NC(CC2=CC=C(C=C2)OC(F)(F)F)=O